4-(4-(thiazol-2-yl)piperazin-1-yl)aniline S1C(=NC=C1)N1CCN(CC1)C1=CC=C(N)C=C1